FC(C1N(CCC1)C=O)(F)F [2-(trifluoromethyl)pyrrolidin-1-yl]methanone